FC1([C@@H](CN(CC1)CC1=CC(=C2CN(C(C2=C1)=O)C1=CC(=CC=C1)C1(CC2(CC2)C1)C1=NN=CN1C)C(F)(F)F)C)F 6-[[(3R)-4,4-difluoro-3-methyl-1-piperidyl]methyl]-2-[3-[5-(4-methyl-1,2,4-triazol-3-yl)spiro[2.3]hexan-5-yl]phenyl]-4-(trifluoromethyl)isoindolin-1-one